2-(3-pyridyl)-3-phenylpropionamide N1=CC(=CC=C1)C(C(=O)N)CC1=CC=CC=C1